1-(7-(4-amino-1,3,5-triazin-2-yl)-5-chloro-2H-spiro[benzofuran-3,3-morpholin]-4'-yl)prop-2-en-1-one NC1=NC(=NC=N1)C1=CC(=CC2=C1OCC21N(CCOC1)C(C=C)=O)Cl